(3R,4R)-1-cyclohexyl-4-{[3-(2,4-difluoro-phenyl)-isoxazole-5-carbonyl]-amino}-piperidine-3-carboxylic acid ((R)-1-pyrazin-2-yl-ethyl)-amide N1=C(C=NC=C1)[C@@H](C)NC(=O)[C@@H]1CN(CC[C@H]1NC(=O)C1=CC(=NO1)C1=C(C=C(C=C1)F)F)C1CCCCC1